(3-((pent-4-en-1-ylamino)methyl)oxetan-3-yl)methanol C(CCC=C)NCC1(COC1)CO